N-ethyl-2-aminoethyltri-n-propoxysilane C(C)NCC[Si](OCCC)(OCCC)OCCC